(S)-(3R,4R)-6-chloro-N-[5-chloro-1-(2,2-difluorocyclopropyl)-1H-pyrazol-4-yl]-7-[3-fluoro-1-(oxetan-3-yl)piperidin-4-yl]quinazolin-2-amine ClC=1C=C2C=NC(=NC2=CC1[C@@H]1[C@H](CN(CC1)C1COC1)F)NC=1C=NN(C1Cl)[C@@H]1C(C1)(F)F